OCC1=CC=CC(=N1)OC1=CC=C(C=C1)CC(=O)O 2-(4-((6-(hydroxymethyl)pyridin-2-yl)oxy)phenyl)acetic acid